6-propylamino-1,3,5-triazine-2,4-dithiol C(CC)NC1=NC(=NC(=N1)S)S